C(C)(C)(C)C1=NN(C(=C1)NC(=O)N[C@@H]1CN(C[C@H]1C1=CC=CC=C1)CCOC)C=1C=C(C=CC1)C 1-(3-tert-butyl-1-m-tolyl-1H-pyrazol-5-yl)-3-(trans-1-(2-methoxyethyl)-4-phenylpyrrolidin-3-yl)urea